C(C)OCC(CC1=CC=C(O[C@@H](CCCCCCCCCC)O)C=C1)N1C=NC=2C=NC=3C=CC=CC3C21 (S)-1-(4-(3-ethoxy-2-(1H-imidazo[4,5-c]quinolin-1-yl)propyl)phenoxy)undecan-1-ol